1-ethyl-2-methylbenzo[cd]indole C(C)N1C(C2=C3C(C=CC=C13)=CC=C2)C